CC=1C=C(C=CC1C)CN[C@H](C(=O)O)CCC(C)(C)C (2S)-2-{[(3,4-dimethylphenyl)methyl]amino}-5,5-dimethylhexanoic acid